iron bis(acetate) C(C)(=O)[O-].C(C)(=O)[O-].[Fe+2]